N-[(1R)-1-[5-[5-chloro-2-(methylaminomethyl)phenyl]thiazol-2-yl]ethyl]-1-(2-fluorophenyl)-6-oxo-pyridine-3-carboxamide ClC=1C=CC(=C(C1)C1=CN=C(S1)[C@@H](C)NC(=O)C1=CN(C(C=C1)=O)C1=C(C=CC=C1)F)CNC